CC1=NOC(=N1)N1C=CC(=CC=C1)N1CCC2(CNC(O2)=O)CC1 8-(1-(3-methyl-1,2,4-oxadiazol-5-yl)azepin-4-yl)-1-oxa-3,8-diazaspiro[4.5]decan-2-one